1,3-di(p-vinyl-phenyl)propane C(=C)C1=CC=C(C=C1)CCCC1=CC=C(C=C1)C=C